C(C)O[C@@H]1CNCC[C@H]1OC1=NC=C(C=C1)OC(C)C |r| (±)-trans-2-((3-ethoxypiperidin-4-yl)oxy)-5-isopropoxypyridine